NC1=C(C=C(C=N1)C=1C=C2N(N1)CC[C@]21CN(CC1)C(=O)NC(C)(C)C1=C(C=CC=C1)C#N)C(F)(F)F |r| (rac)-2'-[6-amino-5-(trifluoromethyl)pyridin-3-yl]-N-[2-(2-cyanophenyl)propan-2-yl]-5',6'-dihydrospiro[pyrrolidine-3,4'-pyrrolo[1,2-b]pyrazole]-1-carboxamide